ethyl 2-[5-[11-benzyloxyundecyl(tert-butoxycarbonyl)amino]-2-oxo-1-pyridyl]acetate C(C1=CC=CC=C1)OCCCCCCCCCCCN(C=1C=CC(N(C1)CC(=O)OCC)=O)C(=O)OC(C)(C)C